4-methoxy-3-trifluoromethyl-1,1'-biphenyl COC1=C(C=C(C=C1)C1=CC=CC=C1)C(F)(F)F